2-((1S,2S)-2-aminocyclohexyl)-3-bromo-N-(but-2-yn-1-yl)-5-chlorothieno[3,2-b]pyridin-7-amine N[C@@H]1[C@H](CCCC1)C1=C(C2=NC(=CC(=C2S1)NCC#CC)Cl)Br